6-ETHOXYPYRIDINE-2-BORONIC ACID C(C)OC1=CC=CC(=N1)B(O)O